NNC(=S)N 3-thiosemicarbazide